C(#N)C1=CC(=C(COC2=CC=CC(=N2)C2=CC(=C(CC3=NC4=C(N3[C@@H]3COC[C@H]3C(F)F)C=C(C=C4)C(=O)O)C=C2F)F)C=C1)F 2-(4-(6-((4-cyano-2-fluorobenzyl)oxy)pyridin-2-yl)-2,5-difluorobenzyl)-1-((3S,4S)-4-(difluoromethyl)tetrahydrofuran-3-yl)-1H-benzo[d]imidazole-6-carboxylic acid